F[C@H]1CN(CC1)C1=C(C=CC=C1)N1S(C2=C(C1)C(=CC=C2)F)(=O)=O (R)-N-(2-(3-fluoropyrrolidin-1-yl)phenyl)-4-fluorobenzo[d]isothiazole-1,1-dioxide